CC1=CC(=NC(=C1)OC1CC(C1)C)N1CC2(C=3C=NC(=CC31)NC(C)=O)CC2 N-(1'-(4-methyl-6-((1s,3s)-3-methylcyclobutoxy)pyridin-2-yl)-1',2'-dihydrospiro[cyclopropane-1,3'-pyrrolo[3,2-c]pyridin]-6'-yl)acetamide